BrC(CC1CO1)(Br)Br 4,4,4-tribromo-1,2-epoxybutane